1-(4-(piperidin-4-yl)phenyl)dihydropyrimidine N1CCC(CC1)C1=CC=C(C=C1)N1CNCC=C1